4-(2,5-dihydroxy-3-sulfobenzamido)-2-hydroxybenzoic acid OC1=C(C(=O)NC2=CC(=C(C(=O)O)C=C2)O)C=C(C=C1S(=O)(=O)O)O